ClC1=C(C=C(O[C@H](C(=O)OC)C(C)C)C=C1)C (S)-Methyl 2-(4-chloro-3-methylphenoxy)-3-methylbutanoate